5-(2-fluoro-6-methoxyphenyl)-3-(1-methyl-1H-pyrazol-3-yl)-1H-pyrazolo[4,3-c]pyridazin-6(5H)-one FC1=C(C(=CC=C1)OC)N1N=C2C(=CC1=O)NN=C2C2=NN(C=C2)C